C(#N)C(C)(C)N1N=CC(=C1)NC1=NC=C(C(=N1)NC=1C=C(C=CC1F)NC(C=C)=O)C=1COCC1 N-(3-((2-((1-(2-cyanopropan-2-yl)-1H-pyrazol-4-yl)amino)-5-(2,5-dihydrofuran-3-yl)pyrimidin-4-yl)amino)-4-fluorophenyl)acrylamide